O1OCCC(C1)N Dioxacyclohexane-5-amine